N1C=CC2=CC=C(C=C12)C1=CC=C(C=2NC(=NC21)NC(=O)C2CC2)OC N-[4-(1H-indol-6-yl)-7-methoxy-1H-1,3-benzodiazol-2-yl]cyclopropanecarboxamide